C(C)C1=CC=C(C=C1)NC1CCC(CC1)N N1-(4-ethylphenyl)cyclohexane-1,4-diamine